FC1=C(C=CC(=C1)F)N1C(N(C2=CC=CC=C2C1=O)CC1=CC=C(C(=O)NO)C=C1)=O 4-((3-(2,4-difluorophenyl)-2,4-dioxo-3,4-dihydroquinazolin-1(2H)-yl)methyl)-N-hydroxybenzoamide